(S)-1-chloro-3-(4-(2-(4-((R)-2-hydroxy-3-thiomorpholinopropoxy)phenyl)propan-2-yl)phenoxy)propan-2-ol ClC[C@H](COC1=CC=C(C=C1)C(C)(C)C1=CC=C(C=C1)OC[C@@H](CN1CCSCC1)O)O